C(N)(=N)C=1C=C(SC1)[C@@H](C)NC(=O)[C@H]1N(C[C@@H](C1)OC(F)F)C(CNC(C1=CC=C(C=C1)OC1=CC=C(C=C1)CC)=O)=O (2S,4R)-N-((R)-1-(4-carbamimidoylthiophen-2-yl)ethyl)-4-(difluoromethoxy)-1-((4-(4-ethylphenoxy)benzoyl)glycyl)pyrrolidine-2-carboxamide